C1(=CC=C(C=C1)NC=1C(=C(C=CC1)C1=CC=C(C=C1)N(C1=CC=CC=C1)C1=CC=C(C=C1)C1=CC=CC=C1)C1=CC=CC=C1)C1=CC=CC=C1 (biphenyl-4-yl)amino-4'-{(biphenyl-4-yl)-phenylamino}-2-phenyl-1,1'-biphenyl